3-[2-(trimethylsilyl)ethoxy]methyl-1,3-diazinane-2,4-dione C[Si](CCOCN1C(NCCC1=O)=O)(C)C